1-[2-cyano-4-(trifluoromethyl)phenyl]-4-[6-(2-methoxyphenyl)pyridin-3-yl]piperidine-4-carboxylic acid C(#N)C1=C(C=CC(=C1)C(F)(F)F)N1CCC(CC1)(C(=O)O)C=1C=NC(=CC1)C1=C(C=CC=C1)OC